(S)-N-((S)-1-(5-(7-Methoxy-2-methylchinolin-6-yl)-1,3,4-oxadiazol-2-yl)-7-oxononyl)-6-methyl-6-azaspiro[2.5]octan-1-carboxamid COC1=C(C=C2C=CC(=NC2=C1)C)C1=NN=C(O1)[C@H](CCCCCC(CC)=O)NC(=O)[C@H]1CC12CCN(CC2)C